BrC1=C(C(=CC2=CC=C(C=C12)F)NS(=O)(=O)C1=CC=C(C=C1)C)C(=O)C1=C(C=CC(=C1)F)Cl N-[4-bromo-3-[(2-chloro-5-fluorophenyl)carbonyl]-6-fluoro-2-naphthyl]-4-methylbenzenesulfonamide